ClC=1C=C(C=CC1)CC(C(=O)OCC)(C)N(CCC)C(=O)OCC ethyl 3-(3-chlorophenyl)-2-((ethoxy carbonyl)(propyl)amino)-2-methylpropanoate